C1(=CC=CC2=CC=CC=C12)CNCCN N-(1-naphthylmethyl)-1,2-ethylenediamine